C(#CCCCC)C1=CC=C(C=C1)[As]=O (4-(hex-1-yn-1-yl)phenyl)(oxo)arsine